1,2,4-tricarboxy-3-methyl-carboxycyclopentane C(=O)(O)C1(C(C(C(C1)C(=O)O)C)C(=O)O)C(=O)O